C1(CC1)N1N=C2C(N(C(N([C@@H]2C)C2CCN(CC2)C2=C(C=CC=C2F)C(F)F)=O)CC2=C(C=CC=C2)C(F)(F)F)=C1 (R)-2-cyclopropyl-6-[1-(2-difluoromethyl-6-fluoro-phenyl)-piperidin-4-yl]-7-methyl-4-(2-trifluoromethyl-benzyl)-2,4,6,7-tetrahydro-pyrazolo[4,3-d]pyrimidin-5-one